N4-isobutyl-N6-(2-methoxy-4-(morpholinosulfonyl)phenyl)-1H-pyrrolo[2,3-b]pyridine-4,6-diamine C(C(C)C)NC=1C2=C(N=C(C1)NC1=C(C=C(C=C1)S(=O)(=O)N1CCOCC1)OC)NC=C2